(3-Chloro-4-fluorophenyl)-1-((5-(difluoromethyl)-4-(2-hydroxyprop-2-yl)-1H-pyrazol-3-yl)methyl)-1-(2-methoxypyrimidin-5-yl)urea ClC=1C=C(C=CC1F)NC(N(C=1C=NC(=NC1)OC)CC1=NNC(=C1C(C)(C)O)C(F)F)=O